racemic-N-[[3-[4-[[(3R,4S)-4-fluoro-3-piperidyl]amino]-1-(2,2,2-trifluoroethyl)indol-2-yl]-1,2,4-oxadiazol-5-yl]methyl]-1-(4-methyltetrahydropyran-4-yl)pyrrole-3-carboxamide F[C@@H]1[C@@H](CNCC1)NC1=C2C=C(N(C2=CC=C1)CC(F)(F)F)C1=NOC(=N1)CNC(=O)C1=CN(C=C1)C1(CCOCC1)C |r|